CC(CCC(=O)O)CC=CC 4-methyl-6-octenic acid